1-(2-chlorophenyl)-7-cyclopropyl-quinazolin-2(1H)-one ClC1=C(C=CC=C1)N1C(N=CC2=CC=C(C=C12)C1CC1)=O